FC(C(=O)O)(F)F.N[C@H]1C[C@H](C1)C1=C(C#N)C=CC(=C1)Cl 2-((cis)-3-aminocyclobutyl)-4-chlorobenzonitrile compound with 2,2,2-trifluoroacetic acid